Potassium perfluorooctane FC(C(C(C(C(C(C(C(F)(F)F)(F)F)(F)F)(F)F)(F)F)(F)F)(F)F)(F)F.[K]